Naphthalen-2-sulfonohydrazid C1=C(C=CC2=CC=CC=C12)S(=O)(=O)NN